ClC1=C(C(=O)O)C=CC(=N1)C1OCCO1 2-chloro-6-(1,3-dioxolan-2-yl)nicotinic acid